tert-Butyl (4-(1-benzyl-2,5-dioxopyrrolidin-3-yl)phenyl)carbamate C(C1=CC=CC=C1)N1C(C(CC1=O)C1=CC=C(C=C1)NC(OC(C)(C)C)=O)=O